2-amino-5-[2-(tetrahydro-pyran-4-yl)-ethoxy]-benzamide NC1=C(C(=O)N)C=C(C=C1)OCCC1CCOCC1